4-amino-7-{5-[(3S)-3-[(4-fluorophenyl)methyl]piperidine-1-carbonyl]-6-methoxypyridin-3-yl}-N,N-dimethylpyrrolo[2,1-f][1,2,4]triazine-5-carboxamide NC1=NC=NN2C1=C(C=C2C=2C=NC(=C(C2)C(=O)N2C[C@@H](CCC2)CC2=CC=C(C=C2)F)OC)C(=O)N(C)C